ClC1=C(C(=O)NC2=CC(=CC=C2)[N+](=O)[O-])C=C(C=C1)S(NC1=C(C=CC=C1)OC)(=O)=O 2-chloro-5-(N-(2-methoxyphenyl)sulfamoyl)-N-(3-nitrophenyl)benzamide